C(C)(C)(C)OC(NCCOCCOCCOCCNC(=O)C1=CC(=NC=C1)CN1C=CC2=CC=C(C=C12)C#N)=O (1-(2-((6-cyano-1H-indol-1-yl)methyl)pyridin-4-yl)-1-oxo-5,8,11-trioxa-2-azatridecan-13-yl)carbamic acid tert-butyl ester